CC(C=O)(CCC#N)C 2,2-Dimethyl-4-cyanobutyraldehyde